CC(C)OC1=CC=C(C=C1)S(=O)(=O)C1=CC=C(C=C1)O 4-[(4-(1-methylethoxy)phenyl)sulfonyl]phenol